BrCC1=NC(=CC=C1C)Cl (bromomethyl)-6-chloro-3-methylpyridine